C1(CC1)C1=NN=C2N1C1=C(C(=CC(=C1NC2(C)C)F)C2=C1C=CN(C1=CC(=C2)F)S(=O)(=O)C)OC 1-Cyclopropyl-6-fluoro-8-(6-fluoro-1-methylsulfonyl-1H-indol-4-yl)-9-methoxy-4,4-dimethyl-5H-[1,2,4]triazolo[4,3-a]quinoxaline